1-methyl-1-oxidophosphinan CP1(CCCCC1)=O